C(CCCCCCCCCCCCCCCCC)NC(CC[C@@H](C)[C@H]1CC[C@H]2[C@@H]3CCC4CCCC[C@]4(C)[C@H]3CC[C@]12C)=O N-octadecyl-cholanamide